N-(3-cyclopropyl-1,2,4-oxadiazol-5-yl)-6-methyl-7-(pyrazolo[1,5-c]pyrimidin-3-ylethynyl)benzo[d]isoxazol-3-amine C1(CC1)C1=NOC(=N1)NC1=NOC2=C1C=CC(=C2C#CC=2C=NN1C=NC=CC12)C